CC(CCNC1=NC(=NC(=N1)C1=NC(=CC=C1)C(F)(F)F)NC1=CC(=NC=C1)C(F)(F)F)O Methyl-3-[4-(6-trifluoromethyl-pyridin-2-yl)-6-(2-trifluoromethyl-pyridin-4-ylamino)-[1,3,5]triazin-2-ylamino]-propan-1-ol